C(C)(C)(C)OC(=O)N(C=1C=C2C=NN(C2=CC1)C(=O)OC(C)(C)C)C1=NC(=NC=C1)C1=CC(=CC=C1)OCC1CCN(CC1)C(=O)OC(C)(C)C tert-Butyl 5-(tert-butoxycarbonyl(2-(3-((1-(tert-butoxycarbonyl)piperidin-4-yl) methoxy)phenyl)pyrimidin-4-yl)amino)-1H-indazole-1-carboxylate